C(C)OC=1C=C(OC2=C(C=CC=C2)/C(/C(=O)OC)=C\OC)C=CC1 methyl (E)-2-[2-(3-ethoxyphenoxy) phenyl]-3-methoxyacrylate